C1(=CC=C(C=C1)CNC1=C2N=CN(C2=NC(=N1)N1C[C@H](NCC1)CO)C(C)C)C1=CC=CC=C1 (S)-(4-(6-(([1,1'-biphenyl]-4-ylmethyl)amino)-9-isopropyl-9H-purin-2-yl)piperazin-2-yl)methanol